CC/C=C\\C/C=C/C(=O)SCCNC(=O)CCNC(=O)[C@@H](C(C)(C)COP(=O)(O)OP(=O)(O)OC[C@@H]1[C@H]([C@H]([C@@H](O1)N2C=NC3=C(N=CN=C32)N)O)OP(=O)(O)O)O The molecule is an unsaturated fatty acyl-CoA that results from the formal condensation of the thiol group of coenzyme A with the carboxy group of (2E,5Z)-octadienoic acid It is a medium-chain fatty acyl-CoA and an unsaturated fatty acyl-CoA. It is a conjugate acid of a (2E,5Z)-octadienoyl-CoA(4-).